P(O)(=O)(OP(=O)(O)OP(=O)(O)O)OC[C@@H]1[C@H]([C@H]([C@@H](O1)C1=CN(C(=O)NC1=O)C1=CC=CC=C1)O)O 1-phenyl-pseudouridine triphosphate